FC1C2(OC3=C(C1)C=CC=C3)CN(C2)C(=O)NCC=2C=C3C=CN(C3=CC2)C fluoro-N-[(1-methyl-1H-indol-5-yl)methyl]-3',4'-dihydrospiro[azetidine-3,2'-[1]benzopyran]-1-carboxamide